1-(4-(3-((3-chloro-4-(piperidine-1-carbonyl)phenyl)amino)azetidin-1-yl)piperidin-1-yl)-3,3,3-trifluoro-2-hydroxy-2-phenylpropan-1-one ClC=1C=C(C=CC1C(=O)N1CCCCC1)NC1CN(C1)C1CCN(CC1)C(C(C(F)(F)F)(C1=CC=CC=C1)O)=O